2-[2-(3,4-Dimethoxyphenyl)vinyl]-4,6-bis(trichloromethyl)-s-triazine COC=1C=C(C=CC1OC)C=CC1=NC(=NC(=N1)C(Cl)(Cl)Cl)C(Cl)(Cl)Cl